ClC1=C(C(=O)NC2CCN(CC2)CC(=O)N2CCN(CC2)CC2=C(C=CC=C2)OC)C=CC(=C1O)O 2-chloro-3,4-dihydroxy-N-(1-(2-(4-(2-methoxybenzyl)piperazin-1-yl)-2-oxoethyl)piperidin-4-yl)benzamide